Diiodomethane ICI